5-(4-(1-(5-ethyl-6-oxo-1,6-dihydropyridin-2-yl)pyrrolidin-3-yl)piperazin-1-yl)-N-methylpicolinamide C(C)C1=CC=C(NC1=O)N1CC(CC1)N1CCN(CC1)C=1C=CC(=NC1)C(=O)NC